(2S,4r)-1-[(2S)-2-(4-cyclopropyl-triazol-1-yl)-3,3-dimethyl-butyryl]-N-[1-[5-fluoro-2-(4-hydroxy-1-piperidinyl)phenyl]ethyl]-4-hydroxy-pyrrolidine-2-carboxamide C1(CC1)C=1N=NN(C1)[C@H](C(=O)N1[C@@H](C[C@H](C1)O)C(=O)NC(C)C1=C(C=CC(=C1)F)N1CCC(CC1)O)C(C)(C)C